4-(3,5-bis(trifluoromethyl)phenyl)-2-chlorooxazole FC(C=1C=C(C=C(C1)C(F)(F)F)C=1N=C(OC1)Cl)(F)F